Trimethyl(3-(2-(prop-2-yn-1-yloxy)ethoxy)prop-1-yn-1-yl)silane C[Si](C#CCOCCOCC#C)(C)C